1-(5-bromo-3-pyridyl)propan-1-one BrC=1C=C(C=NC1)C(CC)=O